FC(CNC(C1=CC=CC=C1)=O)(F)F N-(2,2,2-trifluoroethyl)-benzamide